F[C@H]1[C@@H](C1)C(=O)N1C2CN(CC1CC2)C2=C1C(=NC=C2)NC(=C1C)C=1C=NN(C1)C ((1S,2R)-2-fluorocyclopropyl)(3-(3-methyl-2-(1-methyl-1H-pyrazol-4-yl)-1H-pyrrolo[2,3-b]pyridin-4-yl)-3,8-diazabicyclo[3.2.1]oct-8-yl)methanone